phenyl-(4-fluorophenyl)phosphorus oxide C1(=CC=CC=C1)[P](C1=CC=C(C=C1)F)=O